5-(3-(difluoromethyl)-8-fluoroimidazo[1,2-a]pyridin-6-yl)-6-fluoro-N-((3R,4S)-3-fluoro-1-(oxetan-3-yl)piperidin-4-yl)-4-methoxypyrrolo[2,1-f][1,2,4]triazin-2-amine FC(C1=CN=C2N1C=C(C=C2F)C=2C(=CN1N=C(N=C(C12)OC)N[C@@H]1[C@@H](CN(CC1)C1COC1)F)F)F